C1(CC1)C=1C=C(C=2N(C1)C=C(N2)COC=2C=C(N=NC2)NC(=O)[C@@H]2[C@H](C2)C2=NC=CC(=N2)C)S(=O)(=O)C (1S,2S)-N-(5-((6-cyclopropyl-8-(methylsulfonyl)imidazo[1,2-a]pyridin-2-yl)methoxy)pyridazin-3-yl)-2-(4-methylpyrimidin-2-yl)cyclopropane-1-carboxamide